BrC1=C(C=C2C(NC=NC2=C1)=O)F 7-bromo-6-fluoroquinazolin-4(3H)-one